C(CC)(=O)O.N1=C(C=CC=C1)C picoline propionate